1-(4-(morpholinomethyl)phenyl)ethan-1-ol O1CCN(CC1)CC1=CC=C(C=C1)C(C)O